BrC1=C(COC2(COC2)C2=CC(=C(C=C2C)N=CN(C)CC)C)C=CC=C1 N'-(4-(3-((2-bromobenzyl)oxy)oxetan-3-yl)-2,5-dimethylphenyl)-N-ethyl-N-methylformimidamide